C(CCCCCCCCC=C)(=O)[O-].C(CCCCCCCCC=C)(=O)[O-].[Zn+2] zinc di(undecylenate)